ClC=1C(=NC(=NC1)N[C@H]1CN(CC1)CCCC1CCNCC1)C1=CNC2=CC=CC=C12 (R)-5-chloro-4-(1H-indol-3-yl)-N-(1-(3-(piperidin-4-yl)propyl)pyrrolidin-3-yl)pyrimidine-2-Amine